C(C1=CC=CC=C1)N(C(O)=O)C(C(=O)NCC(OC)OC)CC1=CC=CC=C1.C1(CCCCC1)P(CCCCCCP(C1CCCCC1)C1CCCCC1)C1CCCCC1 1,6-bis(dicyclohexylphosphino)hexane benzyl-(1-((2,2-dimethoxyethyl)amino)-1-oxo-3-phenylpropan-2-yl)carbamate